C(C)(C)(C)C(=O)NCCC(C(C(=O)OC)=[N+]=[N-])=O Methyl 5-[[(tert-butyl) carbonyl] amino]-2-diazo-3-oxopentanoate